N-(2-ethynyl-thiazol-4-yl)-4-(4-(4-oxo-3,4-dihydro-quinazolin-5-yl)phenyl)piperazine-1-carboxamide C(#C)C=1SC=C(N1)NC(=O)N1CCN(CC1)C1=CC=C(C=C1)C1=C2C(NC=NC2=CC=C1)=O